BrC1=CC=C2C(=NC(N(C2=C1)C1=CC=CC=C1)=O)NC 7-bromo-4-(methylamino)-1-phenyl-quinazolin-2(1H)-one